N1=C(C=CC=C1)C1=CC=C(C=C1)C1=CC=C(C=C1)C1=NC=CC=C1 di(2-pyridyl)biphenyl